OC1=CC(=C(C=C1C)/C=C/C(=O)C1=CC=C(C=C1)SC)C (E)-3-(4-hydroxy-2,5-dimethylphenyl)-1-(4-(methylthio)phenyl)prop-2-en-1-one